tert-butyl (S)-3-(6-chloro-8-(2-(hydroxymethyl)thieno[3,2-b]pyridin-7-yl)-3,4-dihydroquinolin-1(2H)-yl)piperidine-1-carboxylate ClC=1C=C2CCCN(C2=C(C1)C1=C2C(=NC=C1)C=C(S2)CO)[C@@H]2CN(CCC2)C(=O)OC(C)(C)C